2,3-diamino-1,4-benzenedithiol hydrochloride Cl.NC1=C(C=CC(=C1N)S)S